C(C)(C)[Si](C(C)C)(C(C)C)C(C)C tetra(isopropyl)silane